BrC1=C2N(N=C1C1=CC=C(C=C1)F)CC(C2)(C([2H])([2H])[2H])C([2H])([2H])[2H] 3-Bromo-2-(4-fluorophenyl)-5,5-bis(methyl-d3)-5,6-dihydro-4H-pyrrolo[1,2-b]pyrazole